N-methacryloylaminopropyl-N,N-dimethylammonium C(C(=C)C)(=O)NCCC[NH+](C)C